CC1CCC(CC1)NC1=NC=C(C(=N1)NC1=CC=CC=C1)C(=O)N 2-(4-methylcyclohexylamino)-4-(phenylamino)pyrimidine-5-carboxamide